N(C(=O)C)C1=C(C=CC=C1)OB(O)O acetaminophenyl-boric acid